O=C1[C@@]2(C=3C(=NC=CC3)N1)CC1=CC=C(C=C1C2)C(=O)OC (S)-methyl 2'-oxo-1,1',2',3-tetrahydrospiro[indene-2,3'-pyrrolo[2,3-b]pyridine]-5-carboxylate